C(CCCCCCCCC)C=1CC(=C(CC1C)OC)OC 2-decyl-5,6-dimethoxy-3-methylcyclohexa-2,5-diene